NC1CN(CC1)C1=CC=CC=2N(C(NC21)=O)C2CCC(CC2)C(=O)NC2=CC(=C(C=C2)C)OC 4-[4-(3-aminopyrrolidin-1-yl)-2-oxo-2,3-dihydro-1H-1,3-benzodiazol-1-yl]-N-(3-methoxy-4-methylphenyl)cyclohexane-1-carboxamide